3,4,5-trimethoxybromophenethyl alcohol COC=1C=C(CC(Br)O)C=C(C1OC)OC